(R)-N-((S)-1-(3-(difluoromethoxy)phenyl)but-3-en-1-yl)-2-methylpropan-2-sulfinamide FC(OC=1C=C(C=CC1)[C@H](CC=C)N[S@](=O)C(C)(C)C)F